6-(7,8-dimethyl-[1,2,4]triazolo[4,3-b]pyridazin-6-yl)-3-(6-methyl-3-pyridyl)-7,8-dihydro-5H-1,6-naphthyridine CC1=C(C=2N(N=C1N1CC=3C=C(C=NC3CC1)C=1C=NC(=CC1)C)C=NN2)C